naphtho[1,2-d]azepine-3(4H)carboxylate C=1CN(CC=C2C1C1=CC=CC=C1C=C2)C(=O)[O-]